ClC=1C=C(C=CC1)C(CO)NC(=O)C1=CN(C=C1)C1=NC(=NC=C1C)NC1=CC=C(C=C1)C(NC)=O N-(1-(3-chloro-phenyl)-2-hydroxy-ethyl)-1-(5-methyl-2-((4-(methyl-carbamoyl)phenyl)amino)pyrimidin-4-yl)-1H-pyrrole-3-carboxamide